(2R,4S)-4-(7-bromo-6-fluoro-8-methyl-4-((S)-1-((S)-1-methylpyrrolidin-2-yl)ethoxy)-1H-[1,2,3]triazolo[4,5-c]quinolin-1-yl)-2-methylpiperidine-1-carboxylic acid tert-butyl ester C(C)(C)(C)OC(=O)N1[C@@H](C[C@H](CC1)N1N=NC=2C(=NC=3C(=C(C(=CC3C21)C)Br)F)O[C@@H](C)[C@H]2N(CCC2)C)C